(E)-2-methoxy-4-[(8-methylnon-6-enamido)methyl]phenyl 3-aminopyrrolidine-1-carboxylate NC1CN(CC1)C(=O)OC1=C(C=C(C=C1)CNC(CCCC\C=C\C(C)C)=O)OC